CC1=C(CN2CCN(CC2)C(=O)NC2=CC=C(C=C2)C=2C=CC3=C(N(C=N3)C3=CC(=CC=C3)NS(=O)(=O)C)C2)C=CC=C1 4-(2-methylbenzyl)-N-(4-(1-(3-(methylsulfonamido)phenyl)-1H-benzo[d]imidazol-6-yl)phenyl)piperazine-1-carboxamide